5-bromo-N-isopropyl-2-methoxy-benzenesulfonamide BrC=1C=CC(=C(C1)S(=O)(=O)NC(C)C)OC